2-[2-[2-[2-[2-[[5-[[[3-ethyl-5-[(2S)-2-(2-hydroxyethyl)-1-piperidyl]pyrazolo[1,5-a]pyrimidin-7-yl]amino]methyl]-2-pyridyl]oxy]ethoxy]ethoxy]ethoxy]ethoxy]acetic acid C(C)C=1C=NN2C1N=C(C=C2NCC=2C=CC(=NC2)OCCOCCOCCOCCOCC(=O)O)N2[C@@H](CCCC2)CCO